BrCCCC\C=C/C=O (Z)-7-bromohept-2-enal